amino-3-phenylpropyl carbamate C(N)(OCCC(C1=CC=CC=C1)N)=O